[N+](=O)([O-])C1=CC=C(C=C1)S(=O)(=O)O[C@@H]1CC[C@H](CC1)NC(CN1S(C2=C(C3=C1C=CC(=C3)C(F)(F)F)C=CC=C2)(=O)=O)=O trans-4-({2-[5,5-dioxido-9-(trifluoromethyl)-6H-dibenzo[c,e][1,2]thiazin-6-yl]acetyl}amino)cyclohexyl 4-nitrobenzenesulfonate